N-[(1R,3s,5S)-1,5-Dimethyl-8-azabicyclo[3.2.1]octan-3-yl]-6-(7-fluoro-2-methyl-2H-indazol-5-yl)-N-methyl[1,3]thiazolo[4,5-c]pyridin-2-amin C[C@]12CC(C[C@](CC1)(N2)C)N(C=2SC1=C(C=NC(=C1)C1=CC3=CN(N=C3C(=C1)F)C)N2)C